1-(4-methylthiazol-2-yl)-1H-pyrrole CC=1N=C(SC1)N1C=CC=C1